phthaloyl-bisphenol C(C=1C(C(=O)C2=C(C=CC=C2)O)=CC=CC1)(=O)C1=C(C=CC=C1)O